[2-[3-ethylsulfonyl-6-[3-(trifluoromethyl)-1,2,4-triazol-1-yl]-2-pyridyl]-1-methyl-benzimidazol-5-yl]-imino-oxo-(trifluoromethyl)-λ6-sulfane C(C)S(=O)(=O)C=1C(=NC(=CC1)N1N=C(N=C1)C(F)(F)F)C1=NC2=C(N1C)C=CC(=C2)S(C(F)(F)F)(=O)=N